6-(2,3,5-trimethoxybenzylamino)-9-glucopyranosylpurine COC1=C(CNC2=C3N=CN(C3=NC=N2)C2[C@H](O)[C@@H](O)[C@H](O)[C@H](O2)CO)C=C(C=C1OC)OC